S(=O)(=O)([O-])[O-].C[N+]1=CC=CC2=CC(=CC=C12)\C=C\C(C1=CC=CC=C1)=O.C[N+]1=CC=CC2=CC(=CC=C12)\C=C\C(=O)C1=CC=CC=C1 1-methyl-6-((E)-3-oxo-3-phenyl-propenyl)-quinolinium sulfate